1,2-dimethyl-n-propylamine CC(C(C)C)N